N1(C=NC=C1)C1=CC=C(CC2(NC(=NC=3N2N=CC3C(C)C)NC3CCOCC3)N)C=C1 4-(4-(1H-imidazol-1-yl)benzyl)-8-isopropyl-N2-(tetrahydro-2H-pyran-4-yl)pyrazolo[1,5-a][1,3,5]triazine-2,4-diamine